S1CC=CC2=C1C=CC=C2 Benzothiainine